1-(2-Chlorophenyl)-4-((cyclopropylmethyl)amino)-7-(trifluoromethoxy)quinazolin-2(1H)-one ClC1=C(C=CC=C1)N1C(N=C(C2=CC=C(C=C12)OC(F)(F)F)NCC1CC1)=O